[Cl-].C(=C)C1=CC=C(C[P+](C2=CC=CC=C2)(C2=CC=CC=C2)C2=CC=CC=C2)C=C1 4-vinylbenzyl(triphenyl)phosphonium chloride